N-(3-(cyanomethoxy)-2-(2,2,2-trifluoroethyl)phenyl)-N-methylmethanesulfonamide C(#N)COC=1C(=C(C=CC1)N(S(=O)(=O)C)C)CC(F)(F)F